C1(CC1)C=1C=NN(C1CO[C@H]1[C@@H]2CN([C@H](C1)C2)C2=C(C=C(C=C2)CCC(=O)O)F)C2=C(C=CC=C2F)F 3-[4-[(1S,4S,5R)-5-[[4-cyclopropyl-1-(2,6-difluorophenyl)-1H-pyrazol-5-yl]methoxy]-2-azabicyclo[2.2.1]heptan-2-yl]-3-fluorophenyl]propanoic acid